CC=1C(=CC=CC1)S(=O)(=O)OC1=CC=C(C=C1)NC(NC1=CC=C(C=C1)OS(=O)(=O)C=1C(C)=CC=CC1)=O bis-[4-(o-toluenesulfonyloxy)phenyl]urea